OC1=C(C=O)C(=CC=C1)OC[C@H]1N(CCC1)C(=O)C1=NC=CN=C1CCO (S)-2-hydroxy-6-((1-(3-(2-hydroxyethyl)pyrazine-2-carbonyl)pyrrolidin-2-yl)methoxy)benzaldehyde